OC[C@@H]1[C@H](N(C1)C(=O)OC(C)(C)C)C |r| Trans-rac-tert-butyl (2R,3S)-3-(hydroxymethyl)-2-methylazetidine-1-carboxylate